4-(4-isopropyl-1-((5-methoxy-7-methyl-1H-indol-4-yl)methyl)piperazin-2-yl)benzoic acid C(C)(C)N1CC(N(CC1)CC1=C2C=CNC2=C(C=C1OC)C)C1=CC=C(C(=O)O)C=C1